N1=CC(=CC=C1C(=O)N)C1=C(C=NC=C1)C(=O)N [3,4'-bipyridine]-3',6-dicarboxamide